2,4,6,8-tetrasila-3,7-dioxo-nonane O=C([SiH2]C)[SiH2]C[SiH2]C([SiH2]C)=O